1-(5-((7-fluoro-2,3-dihydrobenzo[b][1,4]dioxin-5-yl)amino)-7-(methylamino)pyrazolo[1,5-a]pyrimidin-3-yl)-3-((1S,2R)-2-fluorocyclopropyl)urea FC=1C=C(C2=C(OCCO2)C1)NC1=NC=2N(C(=C1)NC)N=CC2NC(=O)N[C@@H]2[C@@H](C2)F